[4,5-bis-(di-isopropylphosphinomethyl)acridine] ruthenium (II) [Ru+2].C(C)(C)P(C(C)C)CC1=CC=CC2=CC3=CC=CC(=C3N=C12)CP(C(C)C)C(C)C